CC1=NNC(=C1C)[N+](=O)[O-] 3,4-dimethyl-5-nitro-1H-pyrazole